4-((3S,5R)-3-((tert-butoxycarbonyl)amino)-5-methylpiperidin-1-yl)-5-nitropyridine C(C)(C)(C)OC(=O)N[C@@H]1CN(C[C@@H](C1)C)C1=CC=NC=C1[N+](=O)[O-]